Br.N[C@]1([C@H](CCC1)CC)C(=O)O |r| racemic-(1r,2s)-1-amino-2-ethylcyclopentane-1-carboxylic acid hydrobromide